6,7-dimethoxy-2-methyl-N-[1-(5-{2-[(methylamino)methyl]phenyl}thiophen-3-yl)ethyl]quinazolin-4-amine COC=1C=C2C(=NC(=NC2=CC1OC)C)NC(C)C1=CSC(=C1)C1=C(C=CC=C1)CNC